COC1=CC(=C(C=C1)SC1=CC=CC=C1)SC1=CC=CC=C1 (4-methoxy-1,2-phenylene)bis(phenylsulfane)